C(C)(C)C1=C(C=CC(=C1)C(C)C)C1=CC=CC=C1C(C)C 2',4',6-triisopropyl-1,1'-biphenyl